(8-Bromoimidazo[1,2-a]pyridin-6-yl)(tert-Butoxycarbonyl)carbamic acid tert-butyl ester C(C)(C)(C)OC(N(C(=O)OC(C)(C)C)C=1C=C(C=2N(C1)C=CN2)Br)=O